N,N-dimethyl-N'-(4-methylthiazol-2-yl)formamidine CN(C=NC=1SC=C(N1)C)C